N-(4-fluorobenzyl)-N-(3-methylbenzyl)-4-(3-(pyridin-4-ylmethyl)ureido)benzenesulfonamide FC1=CC=C(CN(S(=O)(=O)C2=CC=C(C=C2)NC(=O)NCC2=CC=NC=C2)CC2=CC(=CC=C2)C)C=C1